Cl.C[C@@H]1OCC2([C@@H]1N)CCNCC2 (3s,4s)-3-methyl-2-oxa-8-azaspiro[4.5]decan-4-amine hydrochloride